ClC=1C=C(C2=C(N(C(N2C)=O)C2C(NC(CC2)=O)=O)C1)C1CCN(CC1)C(=O)OC(C)(C)C tert-butyl 4-[6-chloro-1-(2,6-dioxo-3-piperidyl)-3-methyl-2-oxo-benzimidazol-4-yl]piperidine-1-carboxylate